ClC=1C=NC=C(C1[C@@H](C)OC=1C=C2C(=NNC2=CC1OC)C=1C=NC(=C(C#N)C1)N1CC(C1)(NC)C)Cl (R)-5-(5-(1-(3,5-dichloropyridin-4-yl)ethoxy)-6-methoxy-1H-indazol-3-yl)-2-(3-methyl-3-(methylamino)azetidin-1-yl)nicotinonitrile